(S)-1-(2-(1-(4-(3-isopropoxyphenoxy)phenyl)imidazo[1,5-a]pyrazin-3-yl)pyrrolidin-1-yl)but-2-yn-1-one C(C)(C)OC=1C=C(OC2=CC=C(C=C2)C=2N=C(N3C2C=NC=C3)[C@H]3N(CCC3)C(C#CC)=O)C=CC1